tris(((Z)-3-(4-cyano-2,3,5,6-tetrafluorophenyl)-4-oxopent-2-en-2-yl)oxy)aluminum C(#N)C1=C(C(=C(C(=C1F)F)/C(=C(\C)/O[Al](O\C(\C)=C(/C(C)=O)\C1=C(C(=C(C(=C1F)F)C#N)F)F)O\C(\C)=C(/C(C)=O)\C1=C(C(=C(C(=C1F)F)C#N)F)F)/C(C)=O)F)F